guaiacyl phenyl acetate COC1=CC=CC=C1OC(=O)CC2=CC=CC=C2